BrC=1C=C(C)C=CC1 3-bromotoluene